D-3-phosphopyruvate P(=O)(=O)CC(C(=O)[O-])=O